C(C1=CC=CC=C1)N1C(C(C=2C1=C(N=NC2Cl)NN)(C)C)=O 1-benzyl-4-chloro-7-hydrazino-3,3-dimethyl-1,3-dihydro-2H-pyrrolo[2,3-d]pyridazin-2-one